C1(CCCCC1)S(=O)(=O)N1CC2=CC(=CC=C2C(C1)(C)C)N1CCN(CC1)C1CCCC1 2-(cyclohexylsulfonyl)-7-(4-cyclopentylpiperazin-1-yl)-4,4-dimethyl-1,2,3,4-tetrahydroisoquinoline